CN1C=CC=2C1=NC=C(C2)C=2N=C1N(CC2)C=C(C=C1)N1CCNCC1 2-(1-methyl-1H-pyrrolo[2,3-b]pyridin-5-yl)-7-(piperazin-1-yl)-4H-pyrido[1,2-a]pyrimidin